N1=NC=C(C=C1)CNC(=O)C=1N=NN(C1)CCCCN1N=NC(=C1)C(=O)NCC1=CC(=CC=C1)OC(F)(F)F 1-(4-{4-[(pyridazin-4-ylmethyl)carbamoyl]-1H-1,2,3-triazol-1-yl}butyl)-N-{[3-(trifluoromethoxy)phenyl]methyl}-1H-1,2,3-triazole-4-carboxamide